CC=1C=CC2=C(O[C@@H](CN2C2=CC=C(C=C2)C(F)(F)F)CNC(C)=O)N1 (R)-N-((6-methyl-1-(4-(trifluoromethyl)phenyl)-2,3-dihydro-1H-pyrido[2,3-b][1,4]oxazin-3-yl)methyl)acetamide